1-Amino-3-aminomethyl-3,5,5-trimethyl-cyclohexan NC1CC(CC(C1)(C)C)(C)CN